[Si](C)(C)(C(C)(C)C)OCCN1N=C(C(=C1)C=1C2=C(N=CN1)C=C(C(=N2)C2C1(CC2C1)C(=O)N)OC)C1=CC=CC=C1 (4-(1-(2-((tert-butyldimethylsilyl)oxy)ethyl)-3-phenyl-1H-pyrazol-4-yl)-7-methoxypyrido[3,2-d]pyrimidin-6-yl)bicyclo[1.1.1]pentane-1-carboxamide